C(C)(C)[C@H]1CC[C@H](CC1)OC[C@@H]1N(CCC[C@@H]1NS(=O)(=O)C)C(=O)NCCOC cis-2-(((cis-4-isopropylcyclohexyl)oxy)methyl)-N-(2-methoxyethyl)-3-((methylsulfonyl)amino)piperidine-1-carboxamide